3-[5-[[4-[(3R,5R)-5-[(5-bromo-1-methyl-6-oxo-pyridazin-4-yl)amino]-1-methyl-3-piperidyl]phenyl]methoxy]-1-oxo-isoindolin-2-yl]piperidine-2,6-dione BrC1=C(C=NN(C1=O)C)N[C@@H]1C[C@@H](CN(C1)C)C1=CC=C(C=C1)COC=1C=C2CN(C(C2=CC1)=O)C1C(NC(CC1)=O)=O